2-[1-[4-[6-(cyclobutoxy)-4-methyl-2-pyridinyl]-2,6-difluoro-phenyl]-4-piperidinyl]acetic acid C1(CCC1)OC1=CC(=CC(=N1)C1=CC(=C(C(=C1)F)N1CCC(CC1)CC(=O)O)F)C